(R)-2-hydroxyl-1-(6-(3-isopropyl-1H-pyrrolo[2,3-b]pyridin-5-yl)-8-(morpholin-3-yl)-3,4-dihydroisoquinolin-2(1H)-yl)-2-Methylpropan-1-one OC(C(=O)N1CC2=C(C=C(C=C2CC1)C=1C=C2C(=NC1)NC=C2C(C)C)[C@H]2NCCOC2)(C)C